FC=1C=C(C=CC1F)C[C@@H](C(=O)[O-])NC(=O)[C@@H]1N(CCC1)C(C)C.[Li+] Lithium (S)-3-(3,4-difluorophenyl)-2-((R)-1-isopropylpyrrolidine-2-carboxamido)propanoate